C12(CC(C1)C2)C(N)=S bicyclo[1.1.1]pentane-1-carbothioamide